2,6-dit-butyl-p-cresol C(C)(C)(C)C1=CC(=CC(=C1O)C(C)(C)C)C